1,2-dioctadecenyl-3-trimethylammoniopropane chloride [Cl-].C(=CCCCCCCCCCCCCCCCC)CC(C[N+](C)(C)C)C=CCCCCCCCCCCCCCCCC